benzyl-dimethyl-phenyl-ammonium monochloroacetate ClCC(=O)[O-].C(C1=CC=CC=C1)[N+](C1=CC=CC=C1)(C)C